C(C)(=O)OC(\C=C\C(OC(C)=O)OC(C)=O)OC(C)=O (E)-but-2-ene-1,1,4,4-tetrayl tetraacetate